N4-cyclopropyl-N2-(2-methoxy-4-((4-morpholinopiperidin-1-yl)sulfonyl)phenyl)-5-(trifluoromethyl)-7H-pyrrolo[2,3-d]pyrimidine-2,4-diamine C1(CC1)NC=1C2=C(N=C(N1)NC1=C(C=C(C=C1)S(=O)(=O)N1CCC(CC1)N1CCOCC1)OC)NC=C2C(F)(F)F